(S)-5-(2-((1-methylcyclopropyl)amino)-2-oxoacetyl)-N-((S)-3-oxo-1-((S)-2-oxopyrrolidin-3-yl)-4-(trifluoromethoxy)butan-2-yl)-5-azaspiro[2.4]heptane-6-carboxamide CC1(CC1)NC(C(=O)N1CC2(CC2)C[C@H]1C(=O)N[C@@H](C[C@H]1C(NCC1)=O)C(COC(F)(F)F)=O)=O